2-oxo-2-[(2R,5S)-5-methyl-2-[2-[rel-(4R)-1,2,2-trimethyl-4-piperidyl]indazol-5-yl]-1-piperidyl]-N-[1-(2-trimethylsilylethoxymethyl)pyrazolo[4,3-c]pyridin-7-yl]acetamide O=C(C(=O)NC=1C2=C(C=NC1)C=NN2COCC[Si](C)(C)C)N2[C@H](CC[C@@H](C2)C)C2=CC1=CN(N=C1C=C2)[C@H]2CC(N(CC2)C)(C)C |o1:38|